(difluoro)acetic acid lithium salt [Li+].FC(C(=O)[O-])F